N[C@H](C(=O)NN(C(C(F)Cl)=O)CCC(=O)N)CC1CC1 3-(2-((S)-2-amino-3-cyclopropylpropanoyl)-1-(2-chloro-2-fluoroacetyl)hydrazineyl)propanamide